O=C1NC(CCC1NC=1C=C(C=CC1)/C=C/CNC(C1=NC=C(C=C1C)C=1N=CC2=C(C=CC=C2C1)C1=CC2=C(N(C(N2C)=O)C)C(=C1)C(C)C)=O)=O (E)-N-(3-(3-((2,6-Dioxopiperidin-3-yl)amino)phenyl)allyl)-5-(8-(7-isopropyl-1,3-dimethyl-2-oxo-2,3-dihydro-1H-benzo[d]imidazol-5-yl)isoquinolin-3-yl)-3-methylpicolinamide